methyl (2-(methyl(2-(methylsulfonyl) ethyl)amino)ethyl) fumarate hydrochloride Cl.C(\C=C\C(=O)OCCN(CCS(=O)(=O)C)C)(=O)OC